N-[5-[2-methyl-4-[(1-methylazetidin-3-yl)oxymethyl]pyrazol-3-yl]pyrazolo[1,5-a]pyridin-2-yl]cyclopropanecarboxamide CN1N=CC(=C1C1=CC=2N(C=C1)N=C(C2)NC(=O)C2CC2)COC2CN(C2)C